IC1=CC2=C(NC3=C(CC2)C=CC=C3)C=C1NCCNC(OC(C)(C)C)=O tert-Butyl 2-(2-iodo-10,11-dihydro-5H-dibenzo[b,f]azepin-3-ylamino)ethylcarbamate